C(C1=CC=CC=C1)N(C=1C=CC(=NC1N(CC1=CC=CC=C1)CC1=CC=CC=C1)C1N(CCC(C1)=O)C(=O)OC(C)(C)C)CC1=CC=CC=C1 tert-Butyl 2-[5,6-bis(dibenzylamino)pyridin-2-yl]-4-oxopiperidine-1-carboxylate